6-(bromomethyl)-2-((4-(5-(2,5-dihydro-1H-pyrrol-1-yl)pyridin-3-yl)-1H-1,2,3-triazol-1-yl)methyl)imidazo[1,2-a]pyridine BrCC=1C=CC=2N(C1)C=C(N2)CN2N=NC(=C2)C=2C=NC=C(C2)N2CC=CC2